C(C)(C)(C)OC(NC1=NC=C(C=C1)C(=C)C)=O (5-(Prop-1-en-2-yl)pyridin-2-yl)carbamic acid tert-butyl ester